tert-butyl rac-(2S,4R)-4-(methoxy(methyl)carbamoyl)-2-phenylpiperidine-1-carboxylate CON(C(=O)[C@H]1C[C@H](N(CC1)C(=O)OC(C)(C)C)C1=CC=CC=C1)C |r|